O=C1NC(CCC1N1C(C2=CC=CC=C2C(C1=O)NCCOCCOCCOCCOCCOCCNC(C)=O)=O)=O N-(17-((2-(2,6-dioxopiperidin-3-yl)-1,3-dioxoisoquinolin-4-yl)amino)-3,6,9,12,15-pentaoxaheptadecyl)acetamide